FC=1C=C2C(=NC1[N+](=O)[O-])CCO2 6-fluoro-5-nitro-2,3-dihydrofuro[3,2-b]pyridine